3-(2-bromo-5-methoxyphenyl)-6-isopropyl-7H-[1,2,4]triazolo[3,4-b][1,3,4]-thiadiazine BrC1=C(C=C(C=C1)OC)C1=NN=C2SCC(=NN21)C(C)C